ethyl (E)-8-chloro-2-((1-(dimethylamino) ethylidene) amino)-1,7-naphthyridine-3-carboxylate ClC=1N=CC=C2C=C(C(=NC12)/N=C(\C)/N(C)C)C(=O)OCC